NC1=NN(C(=C1C(=O)OCC)C1=C(C=NC=C1)N)CC1=CC=C(C=C1)OC Ethyl 3-amino-5-(3-aminopyridin-4-yl)-1-(4-methoxybenzyl)-1H-pyrazole-4-carboxylate